Cl.C12COCC(CC1)N2 3-oxa-8-azabicyclo[3.2.1]octane hydrogen chloride